Methyl (2S,4S,6R)-1-benzyl-4-((tert-butyldimethylsilyl)oxy)-6-methylpiperidine-2-carboxylate C(C1=CC=CC=C1)N1[C@@H](C[C@H](C[C@H]1C)O[Si](C)(C)C(C)(C)C)C(=O)OC